tert-Butyl-5-cyano-2,2-dimethyl-2,3-dihydro-1H-pyrrolo[2,3-c]pyridine-1-carboxylate C(C)(C)(C)OC(=O)N1C(CC=2C1=CN=C(C2)C#N)(C)C